phthalic acid, potassium salt [K+].C(C=1C(C(=O)[O-])=CC=CC1)(=O)[O-].[K+]